COCCOCCN1N=C(C(=C1)NC(C1=NC(=CC=C1)C1=NNC=C1)=O)C1=NC=CC=C1 N-(1-(2-(2-Methoxyethoxy)ethyl)-3-(pyridin-2-yl)-1H-pyrazol-4-yl)-6-(1H-pyrazol-3-yl)picolinamid